O=C1N(C=C(C=2C=C(N=CC12)C1(CC1)C(=O)N)C1=CC=CC=C1)COCC[Si](C)(C)C (8-oxo-5-phenyl-7-((2-(trimethylsilyl)ethoxy)methyl)-7,8-dihydro-2,7-naphthyridin-3-yl)cyclopropanecarboxamide